(S)-3-((4-((tert-butyldiphenylsilyl)oxy)pentyl)oxy)-4-(4-methylpiperazin-1-yl)aniline [Si](C1=CC=CC=C1)(C1=CC=CC=C1)(C(C)(C)C)O[C@H](CCCOC=1C=C(N)C=CC1N1CCN(CC1)C)C